O=C1N(CCC(N1)=O)N1C(C2=CC=C(C=C2C1=O)CN1CCN(CC1)C1=NC(=CC=C1)F)=O 2-(2,4-dioxotetrahydropyrimidin-1(2H)-yl)-5-((4-(6-fluoropyridin-2-yl)piperazin-1-yl)methyl)isoindoline-1,3-dione